6-((4-((S)-3-aminopiperidin-1-yl)-5-(1-(difluoromethyl)-1H-pyrazol-4-yl)pyridin-2-yl)amino)-2-(2-fluoro-6-methoxyphenyl)nicotinonitrile N[C@@H]1CN(CCC1)C1=CC(=NC=C1C=1C=NN(C1)C(F)F)NC1=NC(=C(C#N)C=C1)C1=C(C=CC=C1OC)F